tert-Butyl 4-(8-(4-(trifluoromethyl)phenyl)imidazo[1,2-a]pyrazin-6-yl)piperazine-1-carboxylate FC(C1=CC=C(C=C1)C=1C=2N(C=C(N1)N1CCN(CC1)C(=O)OC(C)(C)C)C=CN2)(F)F